C(C)N1C(NC2=C(C(=CC(=C2C1=O)CO)CN1CCN(CC1)C=1C=CC(=NC1C)C(=O)NC)F)=O 5-(4-((3-ethyl-8-fluoro-5-(hydroxymethyl)-2,4-dioxo-1,2,3,4-tetrahydroquinazolin-7-yl)methyl)piperazin-1-yl)-N,6-dimethylpicolinamide